OC[C@H](C1=CC=CC=C1)NC1=CC(=NC=C1C1=NC(=NO1)C1=NC=CC=C1)NC1=NC=C2C(=N1)N(NC2=O)C (S)-6-((4-((2-hydroxy-1-phenylethyl)amino)-5-(3-(pyridin-2-yl)-1,2,4-oxadiazol-5-yl)pyridin-2-yl)amino)-1-methyl-1,2-dihydro-3H-pyrazolo[3,4-d]pyrimidin-3-one